N-(2,4-dichlorobenzyl)-N-(4-fluorobenzyl)-4-(3-(pyridin-4-ylmethyl)ureido)benzenesulfonamide ClC1=C(CN(S(=O)(=O)C2=CC=C(C=C2)NC(=O)NCC2=CC=NC=C2)CC2=CC=C(C=C2)F)C=CC(=C1)Cl